C(#N)C[C@@]1(CN(C=2N=CN=C(C21)N2C[C@H](N(C[C@@H]2C)C(=O)OC(C)(C)C)C)C2=NC=CC(=C2)C#N)C tert-butyl (2R,5S)-4-[(5S)-5-(cyanomethyl)-7-(4-cyano-2-pyridinyl)-5-methyl-6H-pyrrolo[2,3-d]pyrimidin-4-yl]-2,5-dimethylpiperazine-1-carboxylate